C1C(CCC2CCCCC12)OC1=CC=CC(=N1)S(=O)(=O)NC(=O)C=1C(=NC=CC1)N1C(CC(C1)C)(C)C N-[(6-Decalin-2-yloxy-2-pyridyl)sulfonyl]-2-(2,2,4-trimethylpyrrolidin-1-yl)pyridin-3-carboxamid